FC=1C=C2C[C@H](N(CC2=CC1OCC1=C(N=CO1)C)C(=O)OC(C)(C)C)[C@@H](C[N+](=O)[O-])O tert-butyl (3S)-6-fluoro-3-[(1R)-1-hydroxy-2-nitro-ethyl]-7-[(4-methyloxazol-5-yl)methoxy]-3,4-dihydro-1H-isoquinoline-2-carboxylate